2-bromo-5-(trifluoromethyl)benzaldehyde BrC1=C(C=O)C=C(C=C1)C(F)(F)F